1-(4-(5-(chlorodifluoromethyl)-1,2,4-oxadiazol-3-yl)phenyl)-2-((isoxazol-4-ylmethyl)thio)ethan-1-one ClC(C1=NC(=NO1)C1=CC=C(C=C1)C(CSCC=1C=NOC1)=O)(F)F